F\C(=C/[C@@H](CO)N1C(=NC=C1)[C@H](C)O)\C1=CC=C(C=C1)C1=CC=C(C=C1)OCC1N(C(OC1)(C)C)C(=O)OC(C)(C)C tert-butyl 4-(((4'-((S,Z)-1-fluoro-4-hydroxy-3-(2-((S)-1-hydroxyethyl)-1H-imidazol-1-yl)but-1-en-1-yl)-[1,1'-biphenyl]-4-yl)oxy)methyl)-2,2-dimethyloxazolidine-3-carboxylate